tert-butyl 2-(diethoxyphosphoryl)-3-(3-(difluoro(4-fluorophenyl)methyl)-1,2,4-oxadiazol-5-yl)propanoate C(C)OP(=O)(OCC)C(C(=O)OC(C)(C)C)CC1=NC(=NO1)C(C1=CC=C(C=C1)F)(F)F